ClC1=C(C(=NC=N1)C(C(CN1N=CN=C1)(O)C1=C(C=C(C=C1)F)F)C)F 3-(6-chloro-5-fluoropyrimidin-4-yl)-2-(2,4-difluorophenyl)-1-(1H-1,2,4-triazol-1-yl)-2-butanol